O=C1NC=C(C(N1CC1=CC=CC=C1)=O)C(=O)NC1=CC(=CC=C1)Cl 2,4-Dioxo-3-benzyl-N-(3-chlorophenyl)-1,2,3,4-tetrahydropyrimidine-5-carboxamide